tert-butyl 3-(2-(3-((2-((S)-2-acetamido-4-(tert-butoxy)-4-oxobutanamido)-2-(1H-pyrazol-3-yl)acetamido)methyl)-4-methylphenoxy)ethyl)piperidine-1-carboxylate C(C)(=O)N[C@H](C(=O)NC(C(=O)NCC=1C=C(OCCC2CN(CCC2)C(=O)OC(C)(C)C)C=CC1C)C1=NNC=C1)CC(=O)OC(C)(C)C